tert-butyl N-[4-[[[1-[[1-(2,6-dioxo-3-piperidyl)-3-methyl-2-oxo-benzimidazol-5-yl]methyl]-4-piperidyl]-methyl-amino]methyl]cyclohexyl]carbamate O=C1NC(CCC1N1C(N(C2=C1C=CC(=C2)CN2CCC(CC2)N(C)CC2CCC(CC2)NC(OC(C)(C)C)=O)C)=O)=O